methyl (1R,2S,5S)-3-[(2S,3R)-2-(benzyloxycarbonylamino)-3-(1-cyclopropylcyclopropoxy)butanoyl]-6,6-dimethyl-3-azabicyclo[3.1.0]hexane-2-carboxylate C(C1=CC=CC=C1)OC(=O)N[C@H](C(=O)N1[C@@H]([C@H]2C([C@H]2C1)(C)C)C(=O)OC)[C@@H](C)OC1(CC1)C1CC1